5-Amino-2-methyl-N-(naphthalen-1-ylsulfonyl)benzamide NC=1C=CC(=C(C(=O)NS(=O)(=O)C2=CC=CC3=CC=CC=C23)C1)C